BrC1=C(N)C=CC=C1C(F)(F)F 2-Bromo-3-(trifluoromethyl)aniline